CN1C=CC=2C=C3C(=CC12)OCO3 5-Methyl-2H,5H-[1,3]dioxolo[4,5-f]indole